(R)-3-(3-chloro-4-fluorophenyl)-1-(cyclohexylmethyl)-1-(1-(1-oxo-1,2-dihydroisoquinolin-4-yl)ethyl)urea ClC=1C=C(C=CC1F)NC(N([C@H](C)C1=CNC(C2=CC=CC=C12)=O)CC1CCCCC1)=O